2-[2-Fluoro-4-(2-hydroxy-2-methylpropyl)phenyl]-N-[(3S)-9-fluoro-2-oxo-5-phenyl-1,3-dihydro-1,4-benzodiazepin-3-yl]pyrazolo[1,5-a]pyrimidine-3-carboxamide FC1=C(C=CC(=C1)CC(C)(C)O)C1=NN2C(N=CC=C2)=C1C(=O)N[C@@H]1C(NC2=C(C(=N1)C1=CC=CC=C1)C=CC=C2F)=O